CC1=CN=CC2=CC=CC(=C12)S(=O)(=O)N1C(=CN=CC=C1)C 4-methyl-5-{[(2S)-2-methyl-1,4-diazepin-1-yl]sulfonyl}isoquinoline